OC(C(=O)N1CCNCC1)C1=CC=C(C=C1)[N+](=O)[O-] 2-hydroxy-2-(4-nitrophenyl)-1-piperazin-1-yl-ethanone